ClC1=C2CCN([C@@H](C2=C(C=C1)OCC1=NOC=C1C)CN1C(CCC1)=O)C(=O)[C@H]1[C@](CCCC1)(C(=O)O)C (1S,2R)-2-((S)-5-chloro-8-((4-methylisoxazol-3-yl)methoxy)-1-((2-oxopyrrolidin-1-yl)methyl)-1,2,3,4-tetrahydroisoquinoline-2-carbonyl)-1-methylcyclohexane-1-carboxylic acid